C(C)(C)(C)OC(=O)N[C@H](CNC1(CCC1)C(=O)OC)CC1=CC=C(C=C1)Cl methyl (S)-1-((2-((tert-butoxycarbonyl)amino)-3-(4-chlorophenyl)propyl)amino)cyclobutane-1-carboxylate